(±)-1-[4-[[2-(1-Methylethoxy)ethoxy]methyl]phenoxy]-3-[(1-methylethyl)amino]-2-propanol (E)-2-butenedioate C(\C=C\C(=O)O)(=O)O.CC(C)OCCOCC1=CC=C(OC[C@@H](CNC(C)C)O)C=C1 |r|